(2R)-1-(5-{[4-chloro-3-(5-phenyl-1H-imidazol-2-yl)phenyl]amino}-1,2,3,4-tetrahydroisoquinolin-2-yl)-2-hydroxypropan-1-one ClC1=C(C=C(C=C1)NC1=C2CCN(CC2=CC=C1)C([C@@H](C)O)=O)C=1NC(=CN1)C1=CC=CC=C1